C(C=C)C1(CCC1)NC1=C(C=C(C(=N1)C(=O)O)[N+](=O)[O-])C(F)(F)F 6-[(1-allyl-cyclobutyl)amino]-3-nitro-5-(trifluoromethyl)pyridine-2-carboxylic acid